5-chloro-4-(cyclopentylmethoxy)-2-fluoro-N-((2-methylpyrrolidin-1-yl)sulfonyl)benzamide ClC=1C(=CC(=C(C(=O)NS(=O)(=O)N2C(CCC2)C)C1)F)OCC1CCCC1